(R)-5-(5-ethyl-1,2,4-oxadiazol-3-yl)-N-(1-methyl-1H-pyrazol-5-yl)-2,3-dihydro-1H-indene-1-carboxamide C(C)C1=NC(=NO1)C=1C=C2CC[C@H](C2=CC1)C(=O)NC1=CC=NN1C